hydroxy-5β-pregnan-11,20-dione OCC([C@H]1CC[C@H]2[C@@H]3CC[C@@H]4CCCC[C@]4(C)[C@H]3C(C[C@]12C)=O)=O